N-formyl-4-fluoroaniline C(=O)NC1=CC=C(C=C1)F